hexamethylene-bis-stearamide C(CCCCCCCCCCCCCCCCCCCCCCCCCCCCCCCCCCCCCCCCC(=O)N)(=O)N